5-chloro-N-[2,4-difluoro-3-[1-(5-methyl-4-[[2-(trimethylsilyl)ethoxy]methyl]-1,2,4-triazol-3-yl)-5H,6H,7H,8H-imidazo[1,5-a]pyridin-6-yl]phenyl]-2-methylpyridine-3-sulfonamide ClC=1C=C(C(=NC1)C)S(=O)(=O)NC1=C(C(=C(C=C1)F)C1CCC=2N(C1)C=NC2C2=NN=C(N2COCC[Si](C)(C)C)C)F